[Br-].ClS(=O)(=O)C1=CC=C(C[P+](CCCC)(CCCC)CCCC)C=C1 (4-(chlorosulfonyl)benzyl)tributylphosphonium bromide